OC(C=CC(=O)OC(C)(C)C)C(C)O tert-butyl 4,5-dihydroxy-2-hexenate